5-(4-((1'-(4-amino-2-cyclopropyl-5-methoxyphenyl)-[4,4'-bipiperidin]-1-yl)methanyl)piperidin-1-yl)-2-(2,6-dioxopiperidin-3-yl)isoindoline-1,3-dione NC1=CC(=C(C=C1OC)N1CCC(CC1)C1CCN(CC1)CC1CCN(CC1)C=1C=C2C(N(C(C2=CC1)=O)C1C(NC(CC1)=O)=O)=O)C1CC1